N12CCCC2CCC1 1-azabicyclo[3.3.0]-octane